3-fluoro-1,2-bis(4-methoxyphenyl)-1H-pyrrole FC1=C(N(C=C1)C1=CC=C(C=C1)OC)C1=CC=C(C=C1)OC